5-(6,7-dimethoxy-3-oxo-1,3-dihydro-2H-benzo[4,5]thieno[2,3-c]pyrrol-2-yl)pentanoic acid COC1=CC2=C(C3=C(C(N(C3)CCCCC(=O)O)=O)S2)C=C1OC